6-chloro-2-(3-chloro-5-fluoro-phenyl)hexanoic acid ClCCCCC(C(=O)O)C1=CC(=CC(=C1)F)Cl